N-(4-((4-(2-hydroxypropan-2-yl)-6-(methylsulfonyl)pyridin-2-yl)amino)-5-(1-methyl-1H-pyrazol-3-yl)pyridin-2-yl)acetamide OC(C)(C)C1=CC(=NC(=C1)S(=O)(=O)C)NC1=CC(=NC=C1C1=NN(C=C1)C)NC(C)=O